1-C-(indol-3-yl)glycerol 3-phosphate P(=O)(O)(O)OCC(C(O)C1=CNC2=CC=CC=C12)O